NC1(CCN(CC1)C=1N=C(N(C(C1)=O)C1=C(C(=CC=C1)Cl)Cl)C)C(=O)N 4-amino-1-[1-(2,3-dichlorophenyl)-2-methyl-6-oxo-1,6-dihydropyrimidin-4-yl]piperidine-4-carboxamide